ClC1=NC(=CC(=C1)C(C(=O)N)(C)C)C1=CC=C(C=C1)F 2-(2-chloro-6-(4-fluorophenyl)pyridin-4-yl)-2-methylpropanamide